Ethyl 3,8-dichloro-[1,7]naphthyridine-6-carboxylate ClC=1C=NC2=C(N=C(C=C2C1)C(=O)OCC)Cl